(ethanesulfonyl)methylmagnesium chloride C(C)S(=O)(=O)C[Mg]Cl